2-bromo-1-(3,4-dichlorophenyl)-4-methylpentan-1-one BrC(C(=O)C1=CC(=C(C=C1)Cl)Cl)CC(C)C